di(4,6-di(tert-butyl)phenyl)pentaerythritol diphosphite OP(O)OP(O)O.C(C)(C)(C)C1=CC=C(C(=C1)C(C)(C)C)C(O)(C(CO)(CO)CO)C1=CC=C(C=C1C(C)(C)C)C(C)(C)C